(2-chloro-10H-phenothiazin-10-yl)(4-methoxyphenyl)methanone ClC1=CC=2N(C3=CC=CC=C3SC2C=C1)C(=O)C1=CC=C(C=C1)OC